COC(C(C(CCC)C)C)=O 2,3-dimethyl-hexanoic acid methyl ester